N-(3-(piperidin-1-yl)propyl)-4-(8,9,10,11-tetrahydro-3H-pyrazolo[4,3-a]phenanthridin-7-yl)benzamide N1(CCCCC1)CCCNC(C1=CC=C(C=C1)C1=NC2=CC=C3C(=C2C=2CCCCC12)C=NN3)=O